N[C@@H](CCC(=O)O)C(=O)O.O=C([C@H](O)[C@@H](O)[C@H](O)[C@H](O)CO)O gluconic acid-glutamic acid salt